COC(=O)C1=NN(C=C1Br)CC1=C(C=CC=C1C)C 4-bromo-1-(2,6-dimethylbenzyl)-1H-pyrazole-3-carboxylic acid methyl ester